4-(3-methylbenzoyl)-1H-pyrrole-2-carboxylic acid CC=1C=C(C(=O)C=2C=C(NC2)C(=O)O)C=CC1